C(C)(C)(C)OC(=O)N1[C@@H]2[C@@H]([C@@H](C[C@H]1CC2)NC=2N=NC(=CN2)Br)F |&1:9| (±)-(1s,3r,5r)-3-[(6-bromo-1,2,4-triazin-3-yl)amino]-2-fluoro-8-azabicyclo[3.2.1]octane-8-carboxylic acid tert-butyl ester